Cl.CC1(CCNCC1)O 4-methylpiperidine-4-ol HCl